4-bromo-7-fluoro-5-(trifluoromethyl)-1H-indole BrC1=C2C=CNC2=C(C=C1C(F)(F)F)F